ClC=1C=CC=2N(N1)C(=CN2)C2=CC=C(S2)C#N 5-(6-chloroimidazo[1,2-b]pyridazin-3-yl)thiophene-2-carbonitrile